N-((7-bromo-2-methyl-1,2,3,4-tetrahydroisoquinolin-3-yl)methyl)-3-fluoropyridin-2-amine BrC1=CC=C2CC(N(CC2=C1)C)CNC1=NC=CC=C1F